FC=1C=CC=C2CCN(C12)C(=O)Cl 7-fluoroindoline-1-carbonyl chloride